BrC1=C(C=C(C=C1Cl)NC1=NC=C(C(=N1)N[C@H]1[C@@H](CCCC1)C#N)Cl)CO[Si](C)(C)C(C)(C)C (trans)-2-((2-((4-bromo-3-(((tert-butyldimethylsilyl)oxy)methyl)-5-chlorophenyl)amino)-5-chloropyrimidin-4-yl)amino)cyclohexanecarbonitrile